1-isopropyl-1H-pyrazole-3-carboxylic acid C(C)(C)N1N=C(C=C1)C(=O)O